NC1=NNC2=CC=C(C=C12)C1=CC(=NC=C1)NC(=O)NC1=CC=CC=C1 1-(4-(3-Amino-1H-indazol-5-yl)pyridin-2-yl)-3-phenylurea